tert-butyl ((1-fluorocyclohexyl)methyl)carbamate FC1(CCCCC1)CNC(OC(C)(C)C)=O